C(C)OC(=O)[C@@]1([C@@H](C[C@@H](C1)NC(=O)OC(C)(C)C)CC)C.NCC1(CCCCC1)CN |r| bis(aminomethyl)cyclohexane (1S,2R,4S) and (1R,2S,4R)-Ethyl-4-(tert-butoxycarbonylamino)-2-ethyl-1-methylcyclopentanecarboxylate